FC=1C=C(C#N)C=CC1CN1C=CC=2C1=NC(=CC2)N2CCNCC2 3-fluoro-4-((6-(piperazin-1-yl)-1H-pyrrolo[2,3-b]pyridin-1-yl)methyl)benzonitrile